N(=C=O)CC(C)(C)C 1-isocyanato-2,2-dimethylpropane